C(C1=CC=CC=C1)OCCN(CCC(=O)OC(C)(C)C)C(=O)OCCl tert-butyl 3-((2-(benzyloxy)ethyl)((chloromethoxy)carbonyl)amino)propanoate